3-(6-((1R,5S)-6-oxa-3-azabicyclo[3.1.1]Heptane-3-yl)pyrimidin-4-yl)-1-(4-methoxybenzyl)-N-(2,2,2-trifluoroethyl)-1H-pyrazolo[4,3-c]Pyridin-4-amine [C@@H]12CN(C[C@@H](O1)C2)C2=CC(=NC=N2)C2=NN(C1=C2C(=NC=C1)NCC(F)(F)F)CC1=CC=C(C=C1)OC